(3R,4S)-1-[4-({8-[(2R,3S)-3-(methanesulfonylmeth-yl)-2-methylazetidin-1-yl]-5-(propan-2-yl)isoquinolin-3-yl}amino)pyrimidin-2-yl]-4-methoxypiperidin CS(=O)(=O)C[C@@H]1[C@H](N(C1)C=1C=CC(=C2C=C(N=CC12)NC1=NC(=NC=C1)N1CCC(CC1)OC)C(C)C)C